BrC=1C(=C(OCCCC2C[C@@H](N(CC2)C(=O)OC(C)(C)C)C)C=CC1)C tert-butyl (2S)-4-[3-(3-bromo-2-methyl-phenoxy)propyl]-2-methyl-piperidine-1-carboxylate